FC1=CC=C(C=N1)C1=NN2C(O[C@H](CC2)C)=C1C(=O)OCC Ethyl (5S)-2-(6-fluoropyridin-3-yl)-5-methyl-6,7-dihydro-5H-pyrazolo[5,1-b][1,3]oxazine-3-carboxylate